NC1=CC=C(C=C1)NC(=O)NC1=NC2=C(N1)C=CC=C2 1-(4-aminophenyl)-3-(1H-benzo[d]imidazol-2-yl)urea